(R)-6-(3-(5-chloropyridin-3-yl)isoxazolidin-2-yl)-N-(4-(4-methylpiperazin-1-yl)phenyl)pyrimidin-4-amine ClC=1C=C(C=NC1)[C@@H]1N(OCC1)C1=CC(=NC=N1)NC1=CC=C(C=C1)N1CCN(CC1)C